FC=1C=C(C=CC1B1OC(C(O1)(C)C)(C)C)NC(C=C)=O N-(3-fluoro-4-(4,4,5,5-tetramethyl-1,3,2-dioxaborolan-2-yl)phenyl)acrylamide